5-bromo-N-methoxy-N,3-dimethyl-6-oxo-1,6-dihydropyridine-2-carboxamide BrC1=CC(=C(NC1=O)C(=O)N(C)OC)C